O1C(=CC=C1)CC1=C(N=CC=2N=C(N=C(C21)N)N2CCN(CC2)C)CC(C)C (furan-2-ylmethyl)-6-isobutyl-2-(4-methylpiperazin-1-yl)pyrido[3,4-d]pyrimidin-4-amine